4-(3-((5-chloro-2-((3-methyl-1-(1-methylpyrrolidin-3-yl)-1H-pyrazol-4-yl)amino)pyrimidin-4-yl)amino)propyl)-6,6-dimethyl-1,4-oxazepan-5-one ClC=1C(=NC(=NC1)NC=1C(=NN(C1)C1CN(CC1)C)C)NCCCN1CCOCC(C1=O)(C)C